NC1=NC(=C2C(=N1)N(N=C2)CC2=CC(=C(C=C2)N)C(F)(F)F)C=2C=C(C#N)C=CC2 3-(6-amino-1-(4-amino-3-(trifluoromethyl)benzyl)-1H-pyrazolo[3,4-d]pyrimidin-4-yl)benzonitrile